C1CC2=C(C=CC3=C2C=CC4=CC=CC=C43)OC1 dihydrophenanthropyran